[Si](C)(C)(C(C)(C)C)OCC=1C(=NC=C(C1)C1=CC(=C(C=C1)F)OC(F)F)C(C)(F)F 3-(((tert-butyldimethylsilyl)oxy)methyl)-2-(1,1-difluoroethyl)-5-(3-(difluoromethoxy)-4-fluorophenyl)pyridine